8-((tert-butoxycarbonyl)amino)tetrazolo[1,5-b]pyridazine-6-carboxylic acid C(C)(C)(C)OC(=O)NC=1C=2N(N=C(C1)C(=O)O)N=NN2